4-chloro-N-(8,9-difluoro-6-oxo-1,4,5,6-tetrahydro-2H-pyrano[3,4-c]isoquinolin-1-yl)-3-fluorobenzamide ClC1=C(C=C(C(=O)NC2COCC=3NC(C=4C=C(C(=CC4C32)F)F)=O)C=C1)F